2,6-dimethyl-4-(methyl-d3)aniline CC1=C(N)C(=CC(=C1)C([2H])([2H])[2H])C